C(C)(C)(C)C=1C=C(C(=O)OCC)C=C(C1O)C(C)(C)C ethyl 3,5-di-tert-butyl-4-hydroxy-benzoate